4,4'-thiobis(methylene)dibenzoic acid S(CC1=CC=C(C(=O)O)C=C1)CC1=CC=C(C(=O)O)C=C1